octadecamethylene bistrimellitate C(C=1C(C(=O)[O-])=CC(C(=O)[O-])=CC1)(=O)OCCCCCCCCCCCCCCCCCCOC(C=1C(C(=O)[O-])=CC(C(=O)[O-])=CC1)=O